BrC=1C=2N(C(=C(C1)C)CC(C)O)N=CN2 (8-bromo-6-methyl-[1,2,4]triazolo[1,5-a]pyridin-5-yl)propan-2-ol